NC1=NC2=CC(=CC=C2C=C1Br)C[C@H]1[C@H]2C[C@H]([C@@H]([C@]2(CC1)O)O)N1C=CC2=C1N=CN=C2N (1S,2R,3aR,4S,6aR)-4-((2-amino-3-bromoquinolin-7-yl)methyl)-2-(4-amino-7H-pyrrolo[2,3-d]pyrimidin-7-yl)hexahydropentalene-1,6a(1H)-diol